N,N'-1,4-Phenylenbis[1,3-dihydro-1,3-dioxo-5-isobenzofurancarboxamid] C1(=CC=C(C=C1)NC(=O)C=1C=C2C(OC(C2=CC1)=O)=O)NC(=O)C=1C=C2C(OC(C2=CC1)=O)=O